5-chloro-4-((3-chloro-phenyl)-amino)quinazolin ClC1=C2C(=NC=NC2=CC=C1)NC1=CC(=CC=C1)Cl